2-(6-(4-isopropyl-4H-1,2,4-triazol-3-yl)pyridin-2-yl)-7-nitroisoquinolin-1(2H)-one C(C)(C)N1C(=NN=C1)C1=CC=CC(=N1)N1C(C2=CC(=CC=C2C=C1)[N+](=O)[O-])=O